FC1=CC=C(C=C1)CSCC1=CC=C(C=C1)F 4-fluorophenylmethyl sulfide